C1(=CC=CC=C1)C1=C2C=CC=CC2=C(C2=CC=CC=C12)C1=CC=C(C=C1)C1=CC=C(C=C1)C=1C=CC(=NC1C1=CC=C(C=C1)C1=CC=C(C=C1)C=1C2=CC=CC=C2C(=C2C=CC=CC12)C1=CC=CC=C1)C1=NC=CC=C1 5,6-bis[4'-(10-phenyl-9-anthryl)Biphenyl-4-yl]-2,2'-bipyridine